(1,6-hexanediol) sebacate C(CCCCCCCCC(=O)O)(=O)O.C(CCCCCO)O